BrC1=CC=C(S1)C=1N(C(C2=C(N(C(C21)=O)CC(CCCC)CC)C=2SC(=CC2)Br)=O)CC(CCCC)CC 3,6-bis(5-bromo-2-thienyl)-2,5-bis(2-ethylhexyl)-2,5-dihydropyrrolo[3,4-C]pyrrole-1,4-dione